CNCCC[Si](OCC)(OCC)OCC N-methyl-γ-aminopropyltriethoxysilane